1-(cyclopentylsulfonyl)piperidin C1(CCCC1)S(=O)(=O)N1CCCCC1